C(C)N1CCC(CC1)OC1=C2C(=CN=C1C#N)NC1=NC=CC=C12 5-((1-Ethyl-4-piperidinyl)oxy)-9H-pyrrolo(2,3-b:5,4-c')dipyridine-6-carbonitrile